C(C)OCCCC 4-ethoxybutane